FC(F)C1=NN=C(O1)C=1C=CC=C(CN2NNN=C2C2(C(C=CC=C2)C2COCCN2C(=O)N)SC2=CC=CC=C2)C1 5-(2-(4-(5-(difluoromethyl-1,3,4-oxadiazol-2-yl)benzyl)-2H-tetrazol-5-yl)-2-(phenylthio)phenyl)morpholine-4-carboxamide